(6-bromopyridin-2-yl)(1-methylpiperidine-4-yl) ketone BrC1=CC=CC(=N1)C(=O)C1CCN(CC1)C